5-(2,5-dimethyl-1,2,3,4-tetrahydroisoquinolin-7-yl)-3-((2-(prop-1-ynyl)pyridine-4-yl)methoxy)pyrazin-2-amine CN1CC2=CC(=CC(=C2CC1)C)C=1N=C(C(=NC1)N)OCC1=CC(=NC=C1)C#CC